2-[[(3S)-3-methyl-1-piperidinyl]methyl]-4-methanesulfonyl-6-[3-[3-[(4-methyl-1,2,4-triazol-3-yl)methyl]oxetan-3-yl]phenyl]-1-(p-tolylsulfonyl)pyrrolo[2,3-c]pyridin-7-one C[C@@H]1CN(CCC1)CC1=CC2=C(C(N(C=C2S(=O)(=O)C)C2=CC(=CC=C2)C2(COC2)CC2=NN=CN2C)=O)N1S(=O)(=O)C1=CC=C(C=C1)C